FC=1C=C2C(C(=CN(C2=NC1N1CC(C1)C(NC1=NN(C(=C1)C)CCC)=O)C1=NC(=NS1)C=1C=NC=CC1)C(=O)O)=O 6-fluoro-7-{3-[(5-methyl-1-propyl-1H-pyrazol-3-yl)carbamoyl]azetidin-1-yl}-4-oxo-1-[3-(pyridin-3-yl)-1,2,4-thiadiazol-5-yl]-1,4-dihydro-1,8-naphthyridine-3-carboxylic acid